N-(5-(3-Chlorophenoxy)-2-methoxyphenyl)-1-methyl-5-oxopyrrolidine-2-carboxamide ClC=1C=C(OC=2C=CC(=C(C2)NC(=O)C2N(C(CC2)=O)C)OC)C=CC1